(4R)-4-((3S,8R,9S,10S,13R,14S,17R)-3-hydroxy-10,13-dimethylhexadecahydro-1H-cyclopenta[a]phenanthren-17-yl)-1-(4-(1-iminoethyl)piperazin-1-yl)pentan-1-one O[C@H]1CC[C@@]2([C@H]3CC[C@@]4([C@H](CC[C@H]4[C@@H]3CCC2C1)[C@@H](CCC(=O)N1CCN(CC1)C(C)=N)C)C)C